6-methoxyphenol COC1=CC=CC=C1O